N-((1S,9S)-9-ethyl-5-fluoro-9-hydroxy-4-methyl-10,13-dioxo-2,3,9,10,13,15-hexahydro-1H,12H-benzo[de]pyrano[3',4':6,7]indolizino[1,2-b]quinolin-1-yl)-2,2-difluoro-3-hydroxypropanamide C(C)[C@]1(C(OCC=2C(N3CC=4C(=NC=5C=C(C(=C6C5C4[C@H](CC6)NC(C(CO)(F)F)=O)C)F)C3=CC21)=O)=O)O